[2-(1-methylpropoxy)cyclohexan-1-yl]methylamine CC(CC)OC1C(CCCC1)CN